(4x-s,7x-r)-2-(4-fluorophenyl)-3-(6-methyl-1H-pyrazolo[3,4-b]pyridin-4-yl)-4,5,6,7-tetrahydro-4,7-methanopyrazolo[1,5-a]pyridine FC1=CC=C(C=C1)C1=NN2C(C3CCC2C3)=C1C1=C3C(=NC(=C1)C)NN=C3